5-bromo-2-chloro-benzaldehyde BrC=1C=CC(=C(C=O)C1)Cl